diethylDioctyltin C(C)[Sn](CCCCCCCC)(CCCCCCCC)CC